C1=CC=CC2=C1C1=C(P(O2)=O)C=CC=C1 6H-dibenz[c,e][1,2]oxaphosphorin-6-oxide